methylbicyclo[2.2.1]heptane-2,3-dicarboxylic acid anhydride CC12C3C(C(CC1)C2)C(=O)OC3=O